FC1=C(C(=C(C(=C1F)F)F)F)C(S(=O)(=O)O)(F)F perfluorobenzenemethanesulfonic acid